O1C(CC1)COCCCN1C(C=2C=CC3=C4C2C(C1=O)=CC=C4C(N(C3=O)CCCOCC3OCC3)=O)=O 2,7-bis{3-[(oxetan-2-ylmethyl)oxy]propyl}-1,2,3,6,7,8-hexahydroisoquinolino[6,5,4-def]isoquinolin-1,3,6,8-tetraon